FC(C(N)C1=CC=CC=C1)(F)F 2,2,2-trifluoro-1-phenylethanamine